methyl (2S)-2-[[2-(4-methoxy-1H-indole-2-carbonyl)isoindoline-1-carbonyl]amino]-3-[(3S)-2-oxopyrrolidin-3-yl]propanoate COC1=C2C=C(NC2=CC=C1)C(=O)N1C(C2=CC=CC=C2C1)C(=O)N[C@H](C(=O)OC)C[C@H]1C(NCC1)=O